6-(3-cyclopropyl-2-oxoimidazolidin-1-yl)-4-((3-methoxy-6-methyl-4-(2-methyl-2H-1,2,3-triazol-4-yl)pyridin-2-yl)amino)-N-(methyl-d3)pyridazine-3-carboxamide C1(CC1)N1C(N(CC1)C1=CC(=C(N=N1)C(=O)NC([2H])([2H])[2H])NC1=NC(=CC(=C1OC)C1=NN(N=C1)C)C)=O